2-{[1-(cyclopropanecarbonyl)piperidin-4-yl]methyl}-4-methyl-8-(trifluoromethyl)-4,5-dihydro-2H-furo[2,3-g]indazole-7-carboxylate C1(CC1)C(=O)N1CCC(CC1)CN1N=C2C3=C(CC(C2=C1)C)OC(=C3C(F)(F)F)C(=O)[O-]